4-(5-(1-(difluoromethyl)-1H-imidazol-4-yl)benzo[D]oxazol-2-yl)picolinic acid FC(N1C=NC(=C1)C=1C=CC2=C(N=C(O2)C2=CC(=NC=C2)C(=O)O)C1)F